(S)-6-chloro-N-(2-(1-cyclopropyl-2-hydroxy-2-methylpropyl)-3-oxoisoindolin-4-yl)-2-fluoro-3-methylbenzamide ClC1=CC=C(C(=C1C(=O)NC1=C2C(N(CC2=CC=C1)[C@H](C(C)(C)O)C1CC1)=O)F)C